[N+](=O)([O-])C1=CC(=C(C(=O)OC)C=C1)F methyl 4-nitro-2-fluorobenzoate